2,2,2-trifluoro-N-(5-(1-iodo-3-(3,4,5-trifluorobenzoyl)indolizin-8-yl)-6-methoxy-1-(2-methoxyethyl)-2-methyl-1H-benzo[d]imidazol-4-yl)-N-methylacetamide FC(C(=O)N(C)C1=C(C(=CC=2N(C(=NC21)C)CCOC)OC)C2=CC=CN1C(=CC(=C21)I)C(C2=CC(=C(C(=C2)F)F)F)=O)(F)F